2'-vinyl-[1,1'-biphenyl] C(=C)C1=C(C=CC=C1)C1=CC=CC=C1